C(#N)C(=C1CCN(CC1)C(=O)OC(C)(C)C)C1=CC=C(C=C1)C(F)(F)F tert-butyl 4-{cyano[4-(tri-fluoromethyl)phenyl]methylene}piperidine-1-carboxylate